3-(6-((3,9-diazaspiro[5.5]undec-3-yl)methyl)-1-methyl-1H-indazol-3-yl)piperidine-2,6-dione C1CN(CCC12CCNCC2)CC2=CC=C1C(=NN(C1=C2)C)C2C(NC(CC2)=O)=O